(5S)-3-methyl-1,7-dioxa-3,10-diazaspiro[4.6]undecan-2-one CN1C(O[C@@]2(C1)COCCNC2)=O